FC=1C=C(C=CC1F)N1N=C(C(=C1)[C@H]1O[C@H](C(N1CCC=1C=C2CC(NC2=CC1)=O)=O)C)C1=CSC=C1 (2R,5S)-2-(1-(3,4-difluorophenyl)-3-(thien-3-yl)-1H-pyrazol-4-yl)-5-methyl-3-(2-(2-oxoindolin-5-yl)ethyl)oxazolidin-4-one